Methyl (Z)-hydrazinecarbohydrazonothioate hydroiodide I.N(N)/C(=N/N)/SC